diacetoxy-(4-bromo-2-chloro-6-methoxy-phenyl)lead C(C)(=O)O[Pb](C1=C(C=C(C=C1OC)Br)Cl)OC(C)=O